(1,3-dioxo-1,3-dihydroisobenzofuran-4-yl)acetamide O=C1OC(C2=C(C=CC=C12)CC(=O)N)=O